tert-butyl 3-(2-methoxyethylamino)-3-(2-pyridyl)azetidine-1-carboxylate COCCNC1(CN(C1)C(=O)OC(C)(C)C)C1=NC=CC=C1